Di(2-ethylhexyl) phthalate C(C=1C(C(=O)OCC(CCCC)CC)=CC=CC1)(=O)OCC(CCCC)CC